ClC1=CC=C(CCN2CCN(CC2)C2=C(C=CC=C2)/C=C/C(=O)NO)C=C1 (E)-3-(2-(4-(4-chlorophenethyl)piperazin-1-yl)phenyl)-N-hydroxyacrylamide